NCCOCCOC1=CC2=C(N(C(N2C)=O)C2C(NC(CC2)=O)=O)C=C1 3-(5-(2-(2-aminoethoxy)ethoxy)-3-methyl-2-oxo-2,3-dihydro-1H-benzo[d]imidazol-1-yl)piperidine-2,6-dione